CCCCCCCCCCCCC(=O)O 12-dodecanecarboxylic acid